NC1CCN(CC1)C1=C(C=NC2=CC=C(C=C12)C=1C(=C(C#N)C=CC1)C=NO)C1=CC(=CC(=C1)F)F 3-[4-(4-Aminopiperidin-1-yl)-3-(3,5-difluorophenyl)chinolin-6-yl]-2-[(hydroxyimino)methyl]benzonitril